2-(6-isocyanatohexylaminocarbonyl-amino)-6-methyl-4-pyrimidinone N(=C=O)CCCCCCNC(=O)NC1=NC(=CC(N1)=O)C